ClC=1C=C(OC2C(C(C2(C)C)NC(C2=CN=C(C=C2)N2CCN(CC2)CCOC2=C3CN(C(C3=CC=C2)=O)C2=C(C=C(C=C2)F)F)=O)(C)C)C=CC1C#N rac-N-((1r,3r)-3-(3-chloro-4-cyanophenoxy)-2,2,4,4-tetramethylcyclobutyl)-6-(4-(2-((2-(2,4-difluorophenyl)-1-oxoisoindolin-4-yl)oxy)ethyl)piperazin-1-yl)nicotinamide